methyl 4-amino-3-((3-hydroxy-3-methylbutan-2-yl)amino)benzoate NC1=C(C=C(C(=O)OC)C=C1)NC(C)C(C)(C)O